(R)-4-(4-((1-(3-(1,1-difluoro-3-(1-methylazetidin-3-yl)propyl)-2-fluorophenyl)ethyl)amino)-7-methoxy-2-methylpyrido[2,3-d]pyrimidin-6-yl)tetrahydro-2H-thiopyran 1,1-dioxide FC(CCC1CN(C1)C)(F)C=1C(=C(C=CC1)[C@@H](C)NC=1C2=C(N=C(N1)C)N=C(C(=C2)C2CCS(CC2)(=O)=O)OC)F